[4-({4-[(4-amino-2-butyl-7-methylthieno[3,2-b]imidazo[4,5-d]pyridin-1-yl)methyl]hexahydropyridin-1-yl}carbonyl)cyclohexyl]methyl 4-methylbenzenesulfonate CC1=CC=C(C=C1)S(=O)(=O)OCC1CCC(CC1)C(=O)N1CCC(CC1)CN1C(=NC=2C1=C1C(=NC2N)C=C(S1)C)CCCC